glyceryl-lauric acid C(C(O)CO)C(C(=O)O)CCCCCCCCCC